CC1=C(C2=CC=CC=C2C=C1)S(=O)(=O)O.[NH4+] ammonium methyl-naphthalenesulfonic acid